OC(C)(C1=CC=NC=C1)C=1N=C(N(C1)C(=O)OC(C)(C)C)CC(F)(F)F tert-butyl 4-(1-hydroxy-1-(pyridin-4-yl)ethyl)-2-(2,2,2-trifluoroethyl)-1H-imidazole-1-carboxylate